NCCCOCCNC(C1=C(C=C(C=C1)NC=1C=2N(C=CN1)C(=CN2)C=2C(=NNC2)C(F)(F)F)CC)=O N-(2-(3-aminopropoxy)ethyl)-2-ethyl-4-((3-(3-(trifluoromethyl)-1H-pyrazol-4-yl)imidazo[1,2-a]pyrazin-8-yl)amino)benzamide